6-(3,4-difluorophenyl)spiro[3.3]hept-5-en-2-amine FC=1C=C(C=CC1F)C1=CC2(CC(C2)N)C1